potassium 1,3,5-benzenetricarboxylate C1(=CC(=CC(=C1)C(=O)[O-])C(=O)[O-])C(=O)[O-].[K+].[K+].[K+]